2-hexyl-zinc decanoate C(CCCCCCCCC)(=O)[O-].CC(CCCC)[Zn+]